5-(2-oxa-6-aza-spiro[3.4]octane-6-yl)pyrazole C1OCC12CN(CC2)C2=CC=NN2